C(C)OCC#C 3-ethoxyprop-1-yne